FC1=CC=C(C=C1)S(=O)(=O)N1[C@@H](C2CC1C2)C(=O)NCC2=C(C=CC(=C2)C=2C=NC(=NC2)C(F)(F)F)F (2S)-3-(4-fluorophenyl)sulfonyl-N-[[2-fluoro-5-[2-(trifluoromethyl)pyrimidin-5-yl]phenyl]methyl]-3-azabicyclo[2.1.1]hexane-2-carboxamide